N-tert-butyl-2-[(5,6-dimethyl-2-{4-[2-(morpholin-4-yl)ethoxy]pyridin-2-yl}thieno[2,3-d]pyrimidin-4-yl)(methyl)amino]acetamide C(C)(C)(C)NC(CN(C)C=1C2=C(N=C(N1)C1=NC=CC(=C1)OCCN1CCOCC1)SC(=C2C)C)=O